C(=O)(O)C1=C(C=CC(=C1)C(=O)O)P(C)(C)=O 2,4-Dicarboxy-phenyldimethylphosphin oxid